BrCCCCCCCS(=O)(=O)N(CCCCCCCC)CCCCCC 7-bromo-N-hexyl-N-octylheptane-1-sulfonamide